F[C@H]1CC2=C(NC(N(C2=O)C2CCOCC2)=O)N[C@H]1C1=C(C=CC(=C1)OC=1C=NC(=CC1)C)F (6S,7S)-6-fluoro-7-(2-fluoro-5-((6-methylpyridin-3-yl)oxy)phenyl)-3-(tetrahydro-2H-pyran-4-yl)-5,6,7,8-tetrahydropyrido[2,3-d]pyrimidine-2,4(1H,3H)-dione